2-((6-(4-(2-aminoethoxy)piperidin-1-yl)-3,5-dicyano-4-ethylpyridin-2-yl)sulfanyl)-2-phenylacetamide 2,2,2-trifluoroacetate FC(C(=O)O)(F)F.NCCOC1CCN(CC1)C1=C(C(=C(C(=N1)SC(C(=O)N)C1=CC=CC=C1)C#N)CC)C#N